2-Fluoro-N-methyl-4-[7-(quinolin-6-ylmethyl)imidazo[1,2-b][1,2,4]triazin-2-yl]benzamide hydrogen chloride Cl.FC1=C(C(=O)NC)C=CC(=C1)C=1C=NC=2N(N1)C(=CN2)CC=2C=C1C=CC=NC1=CC2